BrC1=CC=C(C=C1)N1N=C2CCC(CC2=C1O)N1CCN(CC1)C 2-(4-bromophenyl)-5-(4-methyl-piperazin-1-yl)-4,5,6,7-tetrahydro-2H-indazol-3-ol